FC1=C(C(=CC=C1)OC)N1CC=2N=C(N=CC2CC1)NC1=CC=C(C=C1)C1CCN(CC1)C 7-(2-fluoro-6-methoxyphenyl)-N-[4-(1-methylpiperidin-4-yl)phenyl]-5H,6H,8H-pyrido[3,4-d]pyrimidin-2-amine